2,6-diphenylbenzoxazole C1(=CC=CC=C1)C=1OC2=C(N1)C=CC(=C2)C2=CC=CC=C2